O[C@]1(CC(NC1)=O)CNC1=NC=C(C=2C1=NC=CN2)C2=CC=C(C=C2)C(F)(F)F |r| racemic-4-hydroxy-4-(((8-(4-(trifluoromethyl)phenyl)pyrido[3,4-b]pyrazin-5-yl)amino)methyl)pyrrolidin-2-one